BrC=1C=C(CO[C@H](CCN(C(OC(C)(C)C)=O)C)C=2SC=CC2)C=CC1 tert-butyl (R)-(3-((3-bromobenzyl)oxy)-3-(thiophen-2-yl)propyl)(methyl)carbamate